CC1=C2C(=CC=C1)N(C(C21CCN(CC1)C(=O)C1=CC=C2C(=N1)C=NN2)=O)CC(=O)NCC(F)(F)F 2-(4-methyl-2-oxo-1'-(1H-pyrazolo[4,3-b]pyridine-5-carbonyl)spiro[indoline-3,4'-piperidin]-1-yl)-N-(2,2,2-trifluoroethyl)acetamide